C(C)(C)(C)C=1C=CC(=C(C(=O)O)C1)O 5-(tert-butyl)-2-hydroxybenzoic acid